NC=1C=CC(=NC1)C(C(C)(C)C=1C=C(C#N)C=CC1)=O 3-[2-(5-amino-2-pyridyl)-1,1-dimethyl-2-oxoethyl]Benzonitrile